(S)-2-hydroxy-1-(1-piperidinyl)-1-propanone O[C@H](C(=O)N1CCCCC1)C